NC1=CC=C(C=C1)/N=N/C1=CC=C(CCNC(OC(C)(C)C)=O)C=C1 tert-butyl (E)-(4-((4-aminophenyl)diazenyl)phenethyl)carbamate